cyclopropyl-3,5-difluorobenzaldehyde C1(CC1)C1=C(C=O)C=C(C=C1F)F